N-[4-chloro-3-[4-(trifluoromethyl)imidazol-1-yl]phenyl]-5-(3,5-dichloro-4-fluoro-phenyl)-5-(trifluoromethyl)-4H-isoxazol-3-amine ClC1=C(C=C(C=C1)NC1=NOC(C1)(C(F)(F)F)C1=CC(=C(C(=C1)Cl)F)Cl)N1C=NC(=C1)C(F)(F)F